NC(C(C(CC1=CC=CC=C1)NC(=O)C=1C(=NN(C1)C)C=1C=CC=C2C=CN=CC12)=O)=O N-(4-amino-3,4-dioxo-1-phenylbutan-2-yl)-3-(isoquinolin-8-yl)-1-methyl-1H-pyrazole-4-carboxamide